(3R,4S)-3-(3-(2-(2-((2,6-dichlorophenyl)amino)phenyl)acetyl)-3H-imidazo[1,2-a]pyrrolo[2,3-e]pyrazin-8-yl)-4-ethyl-N-(2,2,2-trifluoroethyl)pyrrolidine-1-carboxamide ClC1=C(C(=CC=C1)Cl)NC1=C(C=CC=C1)CC(=O)N1C=CC2=C1N=CC=1N2C(=CN1)[C@H]1CN(C[C@H]1CC)C(=O)NCC(F)(F)F